(2R)-2-(6-{5-chloro-2-[(2-methyl-2H-1,2,3-triazol-4-yl)amino]pyrimidin-4-yl}-1-oxo-2,3-dihydro-1H-isoindol-2-yl)-N-[(1R)-1-(6-methylpyridin-2-yl)ethyl]propionamide ClC=1C(=NC(=NC1)NC1=NN(N=C1)C)C1=CC=C2CN(C(C2=C1)=O)[C@@H](C(=O)N[C@H](C)C1=NC(=CC=C1)C)C